1,1,1,2,2,4,4,5,5,6,6,6-dodecafluorohexane-3-one FC(C(C(C(C(C(F)(F)F)(F)F)(F)F)=O)(F)F)(F)F